(3-(5-fluoro-2-((1-methyl-1H-pyrazol-4-yl)amino)pyrimidin-4-yl)-8-azabicyclo[3.2.1]oct-2-en-8-yl)methanone FC=1C(=NC(=NC1)NC=1C=NN(C1)C)C1=CC2CCC(C1)N2C=O